ethyl 6-(5-(difluoromethoxy)pyridin-2-yl)-4-hydroxy-1-(2-morpholinoethyl)-2-oxo-1,2-dihydro-1,8-naphthyridine-3-carboxylate FC(OC=1C=CC(=NC1)C=1C=C2C(=C(C(N(C2=NC1)CCN1CCOCC1)=O)C(=O)OCC)O)F